TETRAMETHYLTETRAETHENYL-CYCLOTETRASILOXANE C[Si]1(O[Si](O[Si](O[Si](O1)(C=C)C)(C=C)C)(C=C)C)C=C